racemic-methyl-2-(4-nitro-3-(oxetan-3-yloxy)-1H-pyrazol-1-yl)propanoate COC([C@@H](C)N1N=C(C(=C1)[N+](=O)[O-])OC1COC1)=O |r|